C(C)OC(CC(COCCOCCOCCOCCOS(=O)(=O)C1=CC=C(C)C=C1)N1CCN(CC1)C1=CC=C(C=C1)OC(F)(F)F)=O 1-(tosyloxy)-14-(4-(4-(trifluoromethoxy)phenyl)piperazin-1-yl)-3,6,9,12-tetraoxahexadecan-16-oic acid ethyl ester